N-[1-(6-(cyclopropylethynyl)-3-oxo-hexahydro-furo[3,2-b]pyrrol-4-carbonyl)-3-methyl-butyl]-4-[2-(4-methyl-piperazin-1-yl)-thiazol-4-yl]benzamide C1(CC1)C#CC1C2C(N(C1)C(=O)C(CC(C)C)NC(C1=CC=C(C=C1)C=1N=C(SC1)N1CCN(CC1)C)=O)C(CO2)=O